2-chloro-4-((2-fluoro-6-(trifluoromethyl)benzyl)amino)pyrimidin ClC1=NC=CC(=N1)NCC1=C(C=CC=C1C(F)(F)F)F